C(C)(C)OC1=CC(=C(C#N)C=C1)N1CCNCC1 4-isopropoxy-2-(piperazin-1-yl)benzonitrile